5-(6-(((3aR,5s,6aS)-2-(3,3-dimethylbutyl)octahydrocyclopenta[c]pyrrol-5-yl)amino)pyridazin-3-yl)-1-methylpyridin-2(1H)-one CC(CCN1C[C@@H]2[C@H](C1)CC(C2)NC2=CC=C(N=N2)C=2C=CC(N(C2)C)=O)(C)C